C(C1=CC=CC=C1)(=O)C=1C=C(NC1)C(=O)NCC1=CC=C(C=C1)C#N 4-benzoyl-N-(4-cyanobenzyl)-1H-pyrrole-2-carboxamide